((1s,3s)-3-(benzyl(methyl)amino)cyclobutyl)(3,3,5-trimethyl-2,3-dihydro-1H-pyrrolo[3,2-b]pyridin-1-yl)methanone C(C1=CC=CC=C1)N(C1CC(C1)C(=O)N1CC(C2=NC(=CC=C21)C)(C)C)C